OC[C@H](C1=CC=CC=C1)NC1=CC(=NC=C1C=1OC=NN1)NC1=CC2=C(B(OC2C)O)C=C1 5-((4-(((S)-2-hydroxy-1-phenylethyl)amino)-5-(1,3,4-oxadiazol-2-yl)pyridin-2-yl)amino)-3-methylbenzo[c][1,2]oxaborol-1(3H)-ol